C(C)O[C@@H](C(=O)NC=1SC(=NN1)N[C@H]1CN(CC1)C=1N=NC=CC1)C1=CC(=CC=C1)OC(F)(F)F (2R)-2-ethoxy-N-[5-[[(3R)-1-pyridazin-3-ylpyrrolidin-3-yl]amino]-1,3,4-thiadiazol-2-yl]-2-[3-(trifluoromethoxy)phenyl]acetamide